C(C)(C)(C)C1=CC=C(C(=O)NC(NC2=CC=C(C=C2)NC(C2=CC=C(C=C2)OC)=O)=S)C=C1 N-(4-(3-(4-(tert-butyl)benzoyl)thioureido)phenyl)-4-methoxybenzamide